2-(hydroxymethyl)-3-(3-phenylphenyl)propanoic acid OCC(C(=O)O)CC1=CC(=CC=C1)C1=CC=CC=C1